BrC1=C(CC2CNCC(C2=O)CC2=C(C=CC(=C2)Cl)Br)C=C(C=C1)Cl 3,5-bis(2-bromo-5-chlorobenzyl)-4-piperidone